ClC=1C=C2C(NC(=NC2=C(C1)Cl)NC1=CC(=CC(=C1)Cl)Cl)=O 6,8-dichloro-2-((3,5-dichlorophenyl)amino)quinazolin-4(3H)-one